4-(3-fluoro-2-methylphenyl)-2-(thiazol-2-yl)-1,4-dihydropyrimidine-5-carboxylic acid ethyl ester C(C)OC(=O)C=1C(N=C(NC1)C=1SC=CN1)C1=C(C(=CC=C1)F)C